[2-(6,7-Difluoro-2,4-dimethyl-indol-1-yl)-ethyl]-{6-[4-(2-methyl-1H-imidazol-4-yl)-phenyl]-pyrimidin-4-yl}-amine FC1=CC(=C2C=C(N(C2=C1F)CCNC1=NC=NC(=C1)C1=CC=C(C=C1)C=1N=C(NC1)C)C)C